FC=1C(=NC=CC1)CNC(=O)C1=CN=C(S1)N1CCC(CC1)N1C[C@@H](CCC1)C N-[(3-Fluoropyridin-2-yl)methyl]-2-[(3R)-3-methyl[1,4'-bipiperidin]-1'-yl]-1,3-thiazole-5-carboxamide